C(C)(C)(C)OC(=O)N[C@H](C(=O)O)CC1=NC2=C(N1C)C=CC=C2 (S)-2-((tert-Butoxycarbonyl)amino)-3-(1-methyl-1H-benzo[d]imidazol-2-yl)propionic acid